5-((1,3-dimethylpyrrolidine-3-carbonyl)oxy)nonane-1,9-diyl bis(4,4-bis(((Z)-oct-5-en-1-yl)oxy)butanoate) C(CCC\C=C/CC)OC(CCC(=O)OCCCCC(CCCCOC(CCC(OCCCC\C=C/CC)OCCCC\C=C/CC)=O)OC(=O)C1(CN(CC1)C)C)OCCCC\C=C/CC